BrC=1C=C(C2=C(N(N=N2)C2=CC=C3C(=NNC3=C2)COC(C(=O)O)(C(=O)O)CC2=CC=C(C=C2)C(F)(F)F)C1)F ((6-(6-bromo-4-fluoro-1H-benzo[d][1,2,3]triazol-1-yl)-1H-indazol-3-yl)methoxy)-2-(4-(trifluoromethyl)benzyl)malonic acid